CC1=C(C(=O)N2CCCCC2)C=C(C(=C1)C)C1=NN=C(N1)CC1COCC1 1-(2,4-dimethyl-5-(5-((tetrahydrofuran-3-yl)methyl)-4H-1,2,4-triazol-3-yl)benzoyl)piperidine